4-amino-N-cyclopropyl-N-(4-(3-hydroxy-3-methylbut-1-yn-1-yl)benzyl)-1,7-dimethyl-1H-pyrazolo[4,3-c]quinoline-8-carboxamide NC1=NC=2C=C(C(=CC2C2=C1C=NN2C)C(=O)N(CC2=CC=C(C=C2)C#CC(C)(C)O)C2CC2)C